methyl 5-[(1,3-dimethoxypropan-2-yl)oxy]-4-iodo-6-oxopyran-2-carboxylate COCC(COC)OC1=C(C=C(OC1=O)C(=O)OC)I